C(C)C1=C(C=CC(=C1)CN1CC2(CC1)CN(CC2)S(=O)(=O)C)C2=CC=C(C=C2)C(C(F)(F)F)(C(F)(F)F)O 2-(2'-ethyl-4'-((7-(methylsulfonyl)-2,7-diazaspiro[4.4]nonan-2-yl)methyl)-[1,1'-biphenyl]-4-yl)-1,1,1,3,3,3-hexafluoropropan-2-ol